C1(=CC=C(C=C1)C1=NC(=NC(=N1)C1=CC(=CC=C1)C1=CC=CC2=C1OC1=C2C=C(C=C1C1=CC=CC=C1)C1=CC=CC=C1)C1=CC=CC=C1)C1=CC=CC=C1 2-([1,1'-biphenyl]-4-yl)-4-(3-(6,8-diphenyldibenzo[b,d]furan-4-yl)phenyl)-6-phenyl-1,3,5-triazine